6-{[(6-bromopyridin-2-yl)oxy]methyl}-7-fluoroquinoline BrC1=CC=CC(=N1)OCC=1C=C2C=CC=NC2=CC1F